4-(benzyloxy)-N,N,2-trimethyl-1H-benzo[d]imidazole-6-carboxamide C(C1=CC=CC=C1)OC1=CC(=CC=2NC(=NC21)C)C(=O)N(C)C